C(C(=C)C)(=O)OCCCP(O)(O)=O 3-(methacryloyloxy)propylphosphonic acid